(3-(4-iodophenyl)propanoyl)lysine IC1=CC=C(C=C1)CCC(=O)N[C@@H](CCCCN)C(=O)O